N1=C(C=CC=2NCC=CC12)C#N 5,6-dihydro-1,5-naphthyridine-2-carbonitrile